ClC=1C(=C(C(=CC1)OC)C1=C(C=CC=C1)OC)P(C1CCCCC1)C1CCCCC1 chloro(2-dicyclohexylphosphino-2',6-dimethoxy-1,1'-biphenyl)